N1C=NC2=C1C=CC(=C2)N2C([C@H]([C@H]2C2=CC=C(C=C2)C=2C=NN(C2)C(F)(F)F)C2CC2)=O (3S,4S)-1-(1H-benzo[d]imidazol-5-yl)-3-cyclopropyl-4-(4-(1-(trifluoromethyl)-1H-pyrazol-4-yl)phenyl)azetidin-2-one